tert-butyl 4-(diethylamino)-2,4-dimethyl-pyrrolidine-1-carboxylate C(C)N(C1(CC(N(C1)C(=O)OC(C)(C)C)C)C)CC